N-pyridazin-4-yl-pyrazole-4-carboxamide N1=NC=C(C=C1)NC(=O)C=1C=NNC1